C1(CC1)C=1N=C(C=C2C(=C(C=NC12)C(N[C@@H](C)C1=CC(=C(C=C1)F)OC)=O)N1CC(CC1)(COC)N(C(OC(C)(C)C)=O)C)C tert-butyl (1-(8-cyclopropyl-3-(((S)-1-(4-fluoro-3-methoxyphenyl)ethyl)carbamoyl)-6-methyl-1,7-naphthyridin-4-yl)-3-(methoxymethyl)pyrrolidin-3-yl)(methyl)carbamate